C(C)C1=CC(CC(O1)=O)=O 6-Ethyl-pyran-2,4-dion